tris(2,2,6,6-tetramethyl-4-Piperidyl) nitrilotriacetate N(CC(=O)OC1CC(NC(C1)(C)C)(C)C)(CC(=O)OC1CC(NC(C1)(C)C)(C)C)CC(=O)OC1CC(NC(C1)(C)C)(C)C